BrC1=NN(C=N1)CCN 3-bromo-1-(2-amino-eth-1-yl)[1,2,4]triazole